CC=1C=C(NC2=CC=C(C=C2)C(F)(F)F)C=C(C1)C1=CNC2=C1C(=NC=C2)C(F)(F)F 3-methyl-5-[4-(trifluoromethyl)-1H-pyrrolo[3,2-c]pyridin-3-yl]-N-[4-(trifluoromethyl)phenyl]aniline